C1(=CC=CC=C1)C1=CC=CC(=N1)C1=CC=CC=C1C=1C(=CC=CC1)C1=CC=CC=C1 6'-(6-phenylpyridin-2-yl)-[1,1':2,1''-terphenyl]